PROPANAMID C(CC)(=O)N